N-(3-(N-(tert-butyl)sulfamoyl)phenyl)-4-(1-methyl-1H-pyrazol-5-yl)-2-(6-azaspiro[2.5]octan-6-yl)benzamide C(C)(C)(C)NS(=O)(=O)C=1C=C(C=CC1)NC(C1=C(C=C(C=C1)C1=CC=NN1C)N1CCC2(CC2)CC1)=O